N1(CCOCC1)C(=O)NCCCCCCCCCCCC(=O)O 12-(morpholine-4-carboxamido)dodecanoic acid